N-(7-(3-(7-(4-(2-hydroxyethyl)piperazin-1-yl)-2-methyl-3-phenylpyrazolo-[1,5-a]pyrimidin-5-yl)phenyl)heptyl)-3,3-diphenylpropanamide OCCN1CCN(CC1)C1=CC(=NC=2N1N=C(C2C2=CC=CC=C2)C)C=2C=C(C=CC2)CCCCCCCNC(CC(C2=CC=CC=C2)C2=CC=CC=C2)=O